CC1=CC=CC2=C1N1C(S2)=NN=C1 5-methyl-1,2,4-triazolo[3,4-b]-benzothiazole